3-(1-butyl-6-cyano-1H-indole-3-carboxamido)benzoic acid C(CCC)N1C=C(C2=CC=C(C=C12)C#N)C(=O)NC=1C=C(C(=O)O)C=CC1